[N+](=O)([O-])I nitric acid, iodide